3-(2-aminopropyl)indole hydrochloride Cl.NC(CC1=CNC2=CC=CC=C12)C